C(CCCC=CCC=CCC=CCCCCC)(=O)O 5,8,11-heptadecatrienoic acid